[8-methoxy-9-(1-methylpyrazol-3-yl)-1-thiazol-5-yl-5,6-dihydropyrrolo[2,1-a]isoquinolin-3-yl]-[(2S)-2-methyl-2-[(1R)-2,2,2-trifluoro-1-hydroxyethyl]pyrrolidin-1-yl]methanone COC=1C=C2CCN3C(C2=CC1C1=NN(C=C1)C)=C(C=C3C(=O)N3[C@@](CCC3)([C@H](C(F)(F)F)O)C)C3=CN=CS3